ClC1=C(C=C(C=C1)[C@@H](CO)N1C(C=C(C=C1)C=1C=C2C(=NNC2=CC1)C=1C=NN(C1)C)=O)F (S)-1-(1-(4-chloro-3-fluorophenyl)-2-hydroxyethyl)-4-(3-(1-methyl-1H-pyrazol-4-yl)-1H-indazol-5-yl)pyridin-2(1H)-one